5-(3-(benzyloxy)-4-iodophenyl)-3-methyloxazol-2(3H)-one C(C1=CC=CC=C1)OC=1C=C(C=CC1I)C1=CN(C(O1)=O)C